FC(CN1CC[C@@H]2N(CC([C@@H]21)(F)F)C(=O)OC(C)(C)C)(C(C(=O)OC)(C)C)F tert-butyl (3aR,6aS)-4-(2,2-difluoro-4-methoxy-3,3-dimethyl-4-oxobutyl)-3,3-difluorohexahydropyrrolo[3,2-b]pyrrole-1(2H)-carboxylate